ClC1=C(C=C(C=C1)N1CC(C2=NC(=CC=C21)C(=O)N2C[C@H]([C@H](CC2)CC(=O)OC)OC)(C)C)F methyl 2-((3S,4R)-1-(1-(4-chloro-3-fluorophenyl)-3,3-dimethyl-2,3-dihydro-1H-pyrrolo[3,2-b]pyridine-5-carbonyl)-3-methoxypiperidin-4-yl)acetate